FC1=CC=CC(=N1)C1=CC=C(C=C1)CC=1N=C(C(=NC1)CN)OC [5-[[4-(6-fluoro-2-pyridinyl)phenyl]methyl]-3-methoxy-pyrazin-2-yl]methylamine